FC([C@@H](CNC(C1=CC=C(C=C1)C)=O)NC(OC(C)C)=O)(F)F Isopropyl ((1R)-2,2,2-trifluoro-1-{[(4-methylbenzoyl)amino]methyl}ethyl)-carbamate